(R)-6-(3-amino-6-(4-(dimethylamino)chroman-6-yl)-5-fluoropyrazin-2-yl)-3,4-dihydroisoquinolin-1(2H)-one NC=1C(=NC(=C(N1)F)C=1C=C2[C@@H](CCOC2=CC1)N(C)C)C=1C=C2CCNC(C2=CC1)=O